4-phenyl-2,5-dihydro-1H-pyrrole-2-carboxamide Di-trifluoroacetate FC(C(=O)O)(F)F.FC(C(=O)O)(F)F.C1(=CC=CC=C1)C1=CC(NC1)C(=O)N